BrC=1C(=NC(=NC1)N[C@H](CO)C)C1=CC=C2CN(C(C2=C1)=O)CC(=O)N[C@H](C)C1=CC(=CC=C1)OC 2-[6-(5-bromo-2-{[(2S)-1-hydroxypropan-2-yl]amino}pyrimidin-4-yl)-1-oxo-2,3-dihydro-1H-isoindol-2-yl]-N-[(1R)-1-(3-methoxyphenyl)ethyl]acetamide